tert-butyl (6-((2R,3S)-2-((tert-butoxycarbonyl)amino)-3-fluorobutyl)-2,7-dichloropyrrolo[2,1-f][1,2,4]triazin-4-yl)(4-fluorobenzyl)carbamate C(C)(C)(C)OC(=O)N[C@H](CC=1C=C2C(=NC(=NN2C1Cl)Cl)N(C(OC(C)(C)C)=O)CC1=CC=C(C=C1)F)[C@H](C)F